(E)-2-((2'-(diphenylphosphino)-[1,1'-biphenyl]-2-yl) methyl)-3-phenylacrylate C1(=CC=CC=C1)P(C1=C(C=CC=C1)C1=C(C=CC=C1)C/C(/C(=O)[O-])=C\C1=CC=CC=C1)C1=CC=CC=C1